ClC1=NN2C(N=CC(=C2[C@@H](C)OC)NC2=CC=C(C=C2)[C@H](C(F)(F)F)N(C(=O)C2CCS(CC2)(=O)=O)C)=N1 N-[(1R)-1-[4-({2-chloro-7-[(1R)-1-methoxyethyl]-[1,2,4]triazolo[1,5-a]pyrimidin-6-yl}amino)phenyl]-2,2,2-trifluoroethyl]-N-methyl-1,1-dioxo-1λ6-thiane-4-carboxamide